13-chloro-14-fluoro-9,16-dimethyl-10-oxa-2,12,18,20-tetrazapentacyclo[9.7.1.14,7.02,8.015,19]icosa-1(18),11,13,15(19),16-pentaene-20-carboxylate ClC=1N=C2OC(C3C4CCC(CN3C3=NC=C(C(C1F)=C32)C)N4C(=O)[O-])C